((2S,6R)-2,6-dimethylmorpholinyl)(4-(4,4,5,5-tetramethyl-1,3,2-dioxaborolane-2-yl)phenyl)methanone C[C@H]1CN(C[C@H](O1)C)C(=O)C1=CC=C(C=C1)B1OC(C(O1)(C)C)(C)C